Indole-2,3-dicarboxylic acid-4,4-d2 N1=C(C(=C2C(C=CC=C12)([2H])[2H])C(=O)O)C(=O)O